4-(4-Cyano-2-methylphenoxy)-N-(3-(S-methylamino-sulfinyl)phenyl)-6-(trifluoromethyl)pyridazine-3-carboxamide C(#N)C1=CC(=C(OC2=C(N=NC(=C2)C(F)(F)F)C(=O)NC2=CC(=CC=C2)S(=O)NC)C=C1)C